3-amino-4-[2-[(di(methyl)amino)methyl]phenyl]sulfanylbenzonitrile NC=1C=C(C#N)C=CC1SC1=C(C=CC=C1)CN(C)C